N'-(1,2,3,5,6,7-hexahydro-s-indacen-4-ylcarbamoyl)-4-(pyrrolidin-1-ylmethyl)benzenesulfonimidamide C1CCC2=C(C=3CCCC3C=C12)NC(=O)N=S(=O)(N)C1=CC=C(C=C1)CN1CCCC1